tert-butyl N-[5-(cyclopropoxy)-6-cyclopropyl-pyridazin-3-yl]carbamate C1(CC1)OC=1C=C(N=NC1C1CC1)NC(OC(C)(C)C)=O